2,6-diphenylthiopyrylium C1(=CC=CC=C1)C1=[S+]C(=CC=C1)C1=CC=CC=C1